N1=CC=C(C=C1)C=1C2=C(C(=NC1)NCC=1C=C(C=CC1)NC(=O)C=1C=C3CCNCC3=CC1)CCO2 N-(3-(((7-(pyridin-4-yl)-2,3-dihydrofuro[3,2-c]pyridin-4-yl)amino)methyl)phenyl)-1,2,3,4-tetrahydroisoquinoline-6-carboxamide